C(C)(C)(C)OC(=O)N1CCN(CC1)C=1C(=NC(=CC1)C(NC)=O)C=O.CN(C1=CC(=C(C=C1)OC)N)C=1C(OC2=CC=CC=C2C1)=O (N-methyl-N-(3-amino-4-methoxyphenyl)-amino)coumarin tert-Butyl-4-[2-formyl-6-(methylcarbamoyl)-3-pyridyl]piperazine-1-carboxylate